1,2,6-oxadithiane 2,2,6,6-tetraoxide O1S(CCCS1(=O)=O)(=O)=O